rac-tert-butyl (1R,6R)-5-(2-(5-chloropyridin-2-yl)-2-methylbenzo[d][1,3]dioxol-4-yl)-2,5-diazabicyclo[4.2.0]octane-2-carboxylate ClC=1C=CC(=NC1)[C@]1(OC2=C(O1)C=CC=C2N2CCN([C@@H]1CC[C@@H]21)C(=O)OC(C)(C)C)C |&1:7|